1,1'-di(diphenylphosphino)ferrocene C1(=CC=CC=C1)P([C-]1C=CC=C1)C1=CC=CC=C1.[C-]1(C=CC=C1)P(C1=CC=CC=C1)C1=CC=CC=C1.[Fe+2]